N-(5-(2-chloroacetamido)-2-methylpyridin-3-yl)-6-(1-methyl-1H-pyrazol-4-yl)-[1,2,3]triazolo[1,5-a]pyridine-3-carboxamide ClCC(=O)NC=1C=C(C(=NC1)C)NC(=O)C=1N=NN2C1C=CC(=C2)C=2C=NN(C2)C